(S)-2-(1-(tert-Butyl)-4-methyl-7-oxo-1,7-dihydro-6H-pyrazolo[3,4-d]pyridazin-6-yl)-N-(1-(2-fluoro-4-methylphenyl)ethyl)acetamid C(C)(C)(C)N1N=CC2=C1C(N(N=C2C)CC(=O)N[C@@H](C)C2=C(C=C(C=C2)C)F)=O